P(=O)(OC(CCl)C)(OC(CCl)C)OC(CCl)C tri-(1-chloro-2-propyl) phosphate